BrC1=CC=C(N=N1)N([C@@H]1CC[C@H]2CN(C[C@H]21)C(=O)C=2SC(=CC2)C)CCCF [(3aS,4R,6aR)-4-[(6-Bromo-3-pyridazinyl)(3-fluoropropyl)amino]hexahydrocyclopenta[c]pyrrol-2(1H)-yl](5-methyl-2-thienyl)methanone